1-[5-(2-hydroxyethoxy)pyrazin-2-yl]-4-oxoquinoline-3-carboxylic acid ethyl ester C(C)OC(=O)C1=CN(C2=CC=CC=C2C1=O)C1=NC=C(N=C1)OCCO